BrC=1C(=NC=C(C(=O)NC2=CC=C(C=C2)OCCC2=CC=CC=C2)C1)OCCOC 5-bromo-6-(2-methoxyethoxy)-N-(4-phenethoxyphenyl)nicotinamide